C1(CC1)N(C(OC(C)(C)C)=O)C1CCN(CC1)C1=C2C=CN=NC2=C(C=C1)C(NC=1N=C2N(C=C(N=C2C)C)C1)=O tert-butyl N-cyclopropyl-N-[1-[8-[(6,8-dimethylimidazo[1,2-a]pyrazin-2-yl)carbamoyl]cinnolin-5-yl]-4-piperidyl]carbamate